4-(3-(4-chloro-2,6-dimethylphenoxy)-5-methylphenyl)-N-cyclopropyl-6-methyl-7-oxo-6,7-dihydro-1H-pyrrolo[2,3-c]pyridine-2-carboxamide ClC1=CC(=C(OC=2C=C(C=C(C2)C)C=2C3=C(C(N(C2)C)=O)NC(=C3)C(=O)NC3CC3)C(=C1)C)C